NC1=CC(=NC=C1)C=1C=CC=C2C=NC(=NC12)NC1=CC=C(C=C1)N1CCOCC1 8-(4-Aminopyridin-2-yl)-N-(4-morpholinylphenyl)quinazolin-2-amine